ethyl 3-(4-cyano-2-fluoro-3-methylthioanilino)-2-hydroxy-2-methyl-3-oxopropanoate C(#N)C1=C(C(=C(NC(C(C(=O)OCC)(C)O)=O)C=C1)F)SC